C(CCCCCCCCCCC)OC(C=C)=O acrylic acid dodecyl ester